COCC[C@H]1C([C@H]1CC(C)=O)(C)C 1-((1S,3R)-3-(2-methoxyethyl)-2,2-dimethylcyclopropyl)propan-2-one